2-[2-chloro-4-(tri-fluoromethoxy)-phenoxy]-N-(1-methylpyrazol-4-yl)-5-(trifluoro-methyl)pyridine-3-carboxamide ClC1=C(OC2=NC=C(C=C2C(=O)NC=2C=NN(C2)C)C(F)(F)F)C=CC(=C1)OC(F)(F)F